2-(4-cyclopropyl-6-methoxypyrimidin-5-yl)-7-(4-(1-isopropyl-4-(trifluoromethyl)-1H-imidazol-2-yl)benzyl)-7H-pyrrolo[2,3-d]pyrimidine C1(CC1)C1=NC=NC(=C1C=1N=CC2=C(N1)N(C=C2)CC2=CC=C(C=C2)C=2N(C=C(N2)C(F)(F)F)C(C)C)OC